5-chloro-6-fluorothieno[3,2-b]thiophene-2-carboxylic acid ClC1=C(C=2SC(=CC2S1)C(=O)O)F